ClC=1C=C(CCN2C[C@H](N(CC2)C(=O)OC(C)(C)C)CO)C=CC1 (S)-tert-butyl 4-(3-chlorophenethyl)-2-(hydroxymethyl)piperazine-1-carboxylate